cobalt-rhodium-copper [Cu].[Rh].[Co]